3-(difluoromethoxy)cyclobutanecarboxylic acid FC(OC1CC(C1)C(=O)O)F